4-((5-(4-Fluorophenyl)pyridin-3-yl)sulfonyl)-3,4-dihydro-2H-benzo[b][1,4]-oxazine FC1=CC=C(C=C1)C=1C=C(C=NC1)S(=O)(=O)N1C2=C(OCC1)C=CC=C2